C1(=CC(=CC=C1)C#CC1=NC=CC(=C1)C1=C2CNC(C2=CC=C1)=O)C 4-(2-(m-tolylethynyl)pyridin-4-yl)isoindolin-1-one